4-(1H-indol-2-yl)-N-methoxy-2-carbonyl-5,5-diphenyl-2,5-dihydrofuran-3-carboxamide N1C(=CC2=CC=CC=C12)C1=C(C(OC1(C1=CC=CC=C1)C1=CC=CC=C1)=C=O)C(=O)NOC